OC(CC=1NC(NC1)=S)CNC1=C(C=CC=C1)OC1=CC=CC=C1 4-[2-hydroxy-3-(2-phenoxyphenylamino)propyl]-1,3-dihydroimidazole-2-thione